bis[2-methyl-4-(3-n-dodecylthiopropionyl)-5-tert-butylphenyl] sulfide CC1=C(C=C(C(=C1)C(CCCCCCCCCCCCCC)=S)C(C)(C)C)SC1=C(C=C(C(=C1)C(C)(C)C)C(CCCCCCCCCCCCCC)=S)C